N1=CC=CC2=CC=CC(=C12)NC(C(C1CCCC1)C)=O N-(quinolin-8-yl)-2-methyl-2-cyclopentylacetamide